N2-(diethylphosphino)benzamidine C(C)P(N=C(C1=CC=CC=C1)N)CC